(S)-1-((tert-butyldimethylsilyl)oxy)pentan-3-ol [Si](C)(C)(C(C)(C)C)OCC[C@H](CC)O